C(C1=CC=CC=C1)NC1=C2N=CN(C2=NC(=N1)C1=C(C=CC=C1)OC)[C@H]1[C@@H]([C@@H]([C@H](O1)C(=O)NC)O)O (2s,3s,4r,5r)-5-(6-(benzylamino)-2-(2-methoxyphenyl)-9H-purin-9-yl)-3,4-dihydroxy-N-methyltetrahydrofuran-2-carboxamide